(4R)-4-(4,4-diethyl-2-imino-6-oxo-hexahydropyrimidin-1-yl)-N-[(3S,4R)-3-hydroxy-2,2-dimethyl-chroman-4-yl]tetralin-6-carboxamide C(C)C1(NC(N(C(C1)=O)[C@@H]1CCCC2=CC=C(C=C12)C(=O)N[C@H]1[C@@H](C(OC2=CC=CC=C12)(C)C)O)=N)CC